benzyl 3-[6-(4-{[trans-4-{[4-(pentafluoro-λ6-sulfanyl)phenyl]amino}cyclohexyl]sulfonyl}phenyl)-[1,2,4]triazolo[4,3-a]pyridin-3-yl]azetidine-1-carboxylate FS(C1=CC=C(C=C1)N[C@@H]1CC[C@H](CC1)S(=O)(=O)C1=CC=C(C=C1)C=1C=CC=2N(C1)C(=NN2)C2CN(C2)C(=O)OCC2=CC=CC=C2)(F)(F)(F)F